CCCC=CCCCCCC=CCCC pentadeca-4,11-diene